N[Zr]C(C1=CC=CC=C1)C1=CC=CC=C1 aminobenzhydryl-zirconium